(S)-N-(1-([1,1':3',1''-terphenyl]-2'-yl)-3-(dimethylamino)propan-2-yl)acetamide C1(=CC=CC=C1)C1=C(C(=CC=C1)C1=CC=CC=C1)C[C@@H](CN(C)C)NC(C)=O